S1(NCCC1)(=N)=O 1λ4,2-thiazolidine-1-imine 1-oxide